BrCCCOC1=CC2=C(C(N3[C@H](CN2C(=O)OCC=C)CC(=C3)C3=CC=C(C=C3)OC)=O)C=C1OC Prop-2-en-1-yl (11aS)-8-(3-bromopropoxy)-7-methoxy-2-(4-methoxyphenyl)-5-oxo-11,11a-dihydro-1H-pyrrolo[2,1-c][1,4]benzodiazepin-10(5H)-carboxylate